tert-Butyl (3S,5S)-1-(5-(4-cyanopyridin-3-yl)-2-nitrophenyl)-5-(hydroxymethyl-d2)pyrrolidin-3-ylcarbamate C(#N)C1=C(C=NC=C1)C=1C=CC(=C(C1)N1C[C@H](C[C@H]1C([2H])([2H])O)NC(OC(C)(C)C)=O)[N+](=O)[O-]